(S)-N-(1-(1-(5-((dimethyl(oxo)-λ6-sulfaneylidene)amino)pyridin-2-yl)-1H-1,2,4-triazol-5-yl)ethyl)-3-methoxybenzamide CS(=O)(C)=NC=1C=CC(=NC1)N1N=CN=C1[C@H](C)NC(C1=CC(=CC=C1)OC)=O